C(C1=CC=CC=C1)N(S(=O)C1=CC=CC=C1)C(C)C1=CC=CC=C1 N-benzyl-N-(1-phenylethyl)benzenesulfinamide